4-(6-(2,3-bis(t-butoxycarbonyl)guanidino)pyridin-3-yl)morpholine C(C)(C)(C)OC(=O)N=C(NC1=CC=C(C=N1)N1CCOCC1)NC(=O)OC(C)(C)C